4-(2'-fluoro-[1,1'-biphenyl]-4-yl)-N-(2-oxo-1,2,3,4-tetrahydroquinolin-6-yl)butanamide FC1=C(C=CC=C1)C1=CC=C(C=C1)CCCC(=O)NC=1C=C2CCC(NC2=CC1)=O